VINYLIDENCHLORID C(=C)(Cl)Cl